ClC=1C=C2C(=NC1OC)C(=C(N2C)C2=NNC(=N2)[C@H](C)O)N2C=NC=C2 (S)-1-(3-(6-chloro-3-(1H-imidazol-1-yl)-5-methoxy-1-methyl-1H-pyrrolo[3,2-b]-pyridin-2-yl)-1H-1,2,4-triazol-5-yl)ethan-1-ol